FC(C1=NN(C(=C1)C(F)F)CC(=O)N1CCC(CC1)C1=CC(=NC=C1)C(=O)NC1CCCC2=CC=CC=C12)F 4-[1-[2-[3,5-bis(difluoromethyl)pyrazol-1-yl]acetyl]-4-piperidinyl]-N-tetrahydronaphthalen-1-yl-pyridine-2-carboxamide